CC=1C=CC(=NC1)N1N=C(C=C1)C(F)(F)F 1-(5-methyl-2-pyridyl)-3-(trifluoromethyl)pyrazol